O(C1=CC=CC=C1)C1=CC=C(C(=O)NCC(=O)N2[C@@H](C[C@H](C2)C2=CC=CC=C2)C(=O)OC)C=C1 methyl (2S,4S)-1-((4-phenoxybenzoyl)glycyl)-4-phenylpyrrolidine-2-carboxylate